racemic-5-(3-(1-((4-methyl-4H-1,2,4-triazol-3-yl)thio)ethyl)phenyl)-3-phenylisoxazole CN1C(=NN=C1)S[C@H](C)C=1C=C(C=CC1)C1=CC(=NO1)C1=CC=CC=C1 |r|